C(C)(C)(C)OC(=O)NC1=CC=C(C=C1)C[C@H](C(=O)[O-])NC(CC)=O.[Li+] lithium (2R)-3-(4-{[(tert-butoxy)carbonyl]amino}phenyl)-2-propanamidopropanoate